C(C)(=O)N1C2(CN(C2)CC2=C(C(=NC=C2)C=2C=C3CN(C(C3=CC2)=O)C2CNCCC2)F)CCCC1 3-(5-(4-((5-acetyl-2,5-diazaspiro[3.5]nonan-2-yl)methyl)-3-fluoropyridin-2-yl)-1-oxoisoindolin-2-yl)piperidine